C(C1=CC=CC=C1)N1N=CC(=C1CC)C(CN1C(C=CC(=C1)C=C)=O)=O 1-(2-(1-benzyl-5-ethyl-1H-pyrazol-4-yl)-2-oxoethyl)-5-vinylpyridin-2(1H)-one